2'-chloro-5-(2,2-difluoroethoxy)-6'-(methylthio)-[2,4'-bipyridine]-3',5'-dicarbonitrile ClC1=NC(=C(C(=C1C#N)C1=NC=C(C=C1)OCC(F)F)C#N)SC